(1-{[(2-Methylpropan-2-yl)oxy]carbonyl}tetrahydro-1H-pyrrol-2-yl)acetic acid CC(C)(C)OC(=O)N1C(CCC1)CC(=O)O